I.C(CCC)N n-butylamine hydriodide